phenylethylcarbamic acid tert-butyl ester C(C)(C)(C)OC(NCCC1=CC=CC=C1)=O